Propoylpiperidine-1-carboxylic acid tert-butyl ester C(C)(C)(C)OC(=O)N1C(CCCC1)C(CC)=O